BrC1=NN(C2=C1C=NC(=C2)C2=C(C=C(C=C2)F)F)C 3-bromo-6-(2,4-difluorophenyl)-1-methyl-pyrazolo[4,3-c]pyridine